C(C)N1C2=NC(=NC(=C2N=C1)C1=CC=NC=C1)C1=CC(=CC=C1)C1=NN(C=C1)C 9-ethyl-2-(3-(1-methyl-1H-pyrazol-3-yl)phenyl)-6-(pyridin-4-yl)-9H-purine